ClC1=C(C[C@@]2(C(C2C=C(C)C#N)(C)C)C(=O)OCC=CCC)C(=C(C(=C1F)C)F)Cl 2-Penten-1-Ol 2,6-dichloro-3,5-difluoro-4-methylbenzyl-(1R)-trans-3-(2-cyano-1-propenyl)-2,2-dimethylcyclopropanecarboxylate